CN(C(=O)N1CC=2NC=NC2C1)C N,N-dimethyl-4,6-dihydropyrrolo[3,4-d]imidazole-5(1H)carboxamide